FC1=CC=C(C=C1)C=1N=C2N(C=CC=C2)C1CN1CCN(CC1)C(=O)C1=C(C=CC=C1)OC (4-{[2-(4-fluorophenyl)imidazo[1,2-a]pyridin-3-yl]methyl}piperazin-1-yl)(2-methoxyphenyl)methanone